N1C(NC(NC1=O)=O)=O 1,3,5-triazine-2,4,6(1H,2H,5H)-trione